nickel-copper manganate [Mn](=O)(=O)([O-])[O-].[Cu+2].[Ni+2].[Mn](=O)(=O)([O-])[O-]